C1(CC1)NC(C1=C(C(=CC=C1)F)SC1=CC=C2C(=NNC2=C1)\C=C\C=1C=NN(C1)CCCN1CCCC1)=O N-cyclopropyl-3-fluoro-2-({3-[(E)-2-{1-[3-(pyrrolidin-1-yl)propyl]-1H-pyrazol-4-yl}vinyl]-1H-indazol-6-yl}thio)benzamide